FC=1C=C(OC2=CC=C(C=N2)S(=O)(=O)N2[C@H]([C@@H]3CC[C@H](C2)N3C(=O)N3CCOCC3)C(=O)NO)C=CC1OC (1S,2R,5R)-3-((6-(3-fluoro-4-methoxy-phenoxy)pyridin-3-yl)-sulfonyl)-N-hydroxy-8-(morpholine-4-carbonyl)-3,8-diazabicyclo[3.2.1]-octane-2-carboxamide